tert-butyl (cis)-4-((5-bromo-1-methyl-1H-pyrazolo[4,3-b]pyridin-3-yl)oxy)cyclohexane-1-carboxylate BrC1=CC=C2C(=N1)C(=NN2C)O[C@H]2CC[C@H](CC2)C(=O)OC(C)(C)C